tert-butyl-2'-chloro-7',7'-dimethyl-6',7'-dihydrospiro[piperidine-4,4'-thieno[3,2-c]pyran] C(C)(C)(C)C1=C(SC2=C1C1(OCC2(C)C)CCNCC1)Cl